nitrogen 6-cyclohexyladenosine C1(CCCCC1)C1(C2=NCN([C@H]3[C@H](O)[C@H](O)[C@@H](CO)O3)C2=NC=N1)N.[N]